ClC=1C=C(C=2N(N1)C=CN2)[C@@H]2[C@H](C2)C=2C=NC=C(C#N)C2 |r| racemic-5-((1S,2S)-2-(6-chloroimidazo[1,2-b]pyridazin-8-yl)cyclopropyl)nicotinonitrile